COC=1C=C(C=CC1)C1=NN2C(SC1)=NN=C2C2=CC=NC=C2 6-(3-methoxyphenyl)-3-(pyridine-4-yl)-7H-[1,2,4]triazolo[3,4-b][1,3,4]thiadiazine